1-(3-Bromophenyl)-N,N-dimethylcyclopropane-1-carboxamide BrC=1C=C(C=CC1)C1(CC1)C(=O)N(C)C